FC=1C(=C2C(C(=CN(C2=NC1N1CC(C1)O)C=1SC=CN1)C(=O)O)=O)OC 6-fluoro-7-(3-hydroxyazetidin-1-yl)-5-methoxy-4-oxo-1-(1,3-thiazol-2-yl)-1,4-dihydro-1,8-naphthyridine-3-carboxylic acid